C(C)OCCNC(C1=CC=CC=C1)=O N-(2-ethoxyethyl)benzamide